2-bromo-3-(4-methylthiazol-5-yl)-6-phenethoxy-1H-inden-1-one BrC=1C(C2=CC(=CC=C2C1C1=C(N=CS1)C)OCCC1=CC=CC=C1)=O